N-(2-Methoxy-5-((1-methyl-1H-indol-5-yl)oxy)phenyl)-1-methyl-5-oxo-pyrrolidine-2-carboxamide COC1=C(C=C(C=C1)OC=1C=C2C=CN(C2=CC1)C)NC(=O)C1N(C(CC1)=O)C